BrC1=C(C=C(C=C1)CN(C(=O)C=1C=NC=CC1)C1=CC=CC=2CCS(C21)(=O)=O)[N+](=O)[O-] N-[(4-bromo-3-nitrophenyl)methyl]-N-(1,1-dioxo-2,3-dihydro-1λ6-benzothiophen-7-yl)pyridine-3-carboxamide